2-(3-(2-(7,8-Dimethyl-[1,2,4]triazolo[1,5-a]pyridin-6-yl)-3-isopropyl-1H-indol-5-yl)piperidin-1-yl)-N-methylacetamid CC1=C(C=2N(C=C1C=1NC3=CC=C(C=C3C1C(C)C)C1CN(CCC1)CC(=O)NC)N=CN2)C